(1RS,3RS)-3-((1H-1,2,4-Triazol-1-yl)methyl)-5'-bromo-4'-chloro-1',2'-dihydrospiro[cyclopentane-1,3'-pyrrolo[2,3-b]pyridin]-3-ol N1(N=CN=C1)C[C@@]1(C[C@]2(CNC3=NC=C(C(=C32)Cl)Br)CC1)O |r|